CC1=NC(=CC=C1)NS(=O)(=O)C2=CC=CC=C2 N-(6-methylpyridin-2-yl)benzenesulfonamide